(5S)-7-amino-3-(2,6-difluorophenyl)-5-methyl-9-thia-4,7-diazatricyclo[8.5.0.02,8]pentadeca-1(10),2(8),3-trien-6-one NN1C([C@@H](N=C(C=2C=3CCCCCC3SC12)C1=C(C=CC=C1F)F)C)=O